4-(7-bromo-6-chloro-8-fluoro-2-(((2R,7aS)-2-methoxytetrahydro-1H-pyrrolizin-7a(5H)-yl)methoxy)quinazolin-4-yl)-6-methyl-1,4-oxazepan-6-ol BrC1=C(C=C2C(=NC(=NC2=C1F)OC[C@]12CCCN2C[C@@H](C1)OC)N1CCOCC(C1)(O)C)Cl